6-methoxy-3-azabicyclo[3.1.0]Hexane COC1C2CNCC12